C(CCCCCCCCCCCCCCCCC)N1C(=C(C(C2=C(C=C(C=C12)OC(=O)C(C)(C)C)OC(=O)C(C)(C)C)=O)OC(=O)C(C)(C)C)C1=CC=CC=C1 N-octadecyl-2-phenyl-3,5,7-tris-(t-butylcarbonyloxy)-quinolin-4-one